C(C)(C)(C)OC(=O)NC=1C=C(C=CC1)C1(CC(C1)C#N)CC(=O)OC methyl 2-(1-(3-((tert-butoxycarbonyl)amino)phenyl)-3-cyanocyclobutyl)acetate